NC[C@H]1[C@@H](CCCC1)O trans-2-aminomethyl-1-cyclohexanol